CC(C)(C)C1=CC=C(C=C1)O 4-(1,1-dimethyl-ethyl)-phenol